tert-butyl ((6-bromoisochroman-8-yl)methyl)(methyl)carbamate BrC=1C=C2CCOCC2=C(C1)CN(C(OC(C)(C)C)=O)C